ClC1=C(C(C=2C=CC=NC2C1=O)=O)NC1=CC=C(C=C1)N1CCN(CC1)C1=CC=C(C=C1)OC 7-Chloro-6-((4-(4-(4-methoxyphenyl)piperazin-1-yl)phenyl)amino)chinolin-5,8-dion